1-(2-(3,8-diazabicyclo[3.2.1]octan-8-yl)-7,8-dihydro-1,6-naphthyridin-6(5H)-yl)-2,3-dimethylbutan-1-one C12CNCC(CC1)N2C2=NC=1CCN(CC1C=C2)C(C(C(C)C)C)=O